C1(CC1)C1=C(C=C(C(=O)OC)C=C1)S(NC1=C(C=C(C(=C1)C=1C=NOC1C)F)N1C=CC=C1)(=O)=O Methyl 4-cyclopropyl-3-(N-(4-fluoro-5-(5-methylisoxazol-4-yl)-2-(pyrrol-1-yl)phenyl)sulfamoyl)benzoate